C(C)OC=1C=C(C=CC1OCC)/C=C/C(=O)C1=C(C=C(C=C1)F)O (e)-3-(3',4'-Diethoxyphenyl)-1-(4-fluoro-2-hydroxyl-phenyl)prop-2-en-1-one